C(C)(C)(C)NC([C@@H](C)N(C=1C2=C(N=C(N1)C1=NC=CC=C1)CCC2)C)=O (2R)-N-tert-butyl-2-{methyl[2-(pyridin-2-yl)-5H,6H,7H-cyclopenta[d]pyrimidin-4-yl]amino}propanamide